1-[8-(dibenzylamino)-1-azaspiro[4.5]decan-1-yl]propan-2-one C(C1=CC=CC=C1)N(C1CCC2(CCCN2CC(C)=O)CC1)CC1=CC=CC=C1